sodium dioctylsulfosuccinate salt C(CCCCCCC)C(C(C(=O)[O-])S(=O)(=O)O)(C(=O)[O-])CCCCCCCC.[Na+].[Na+]